N-tetradecyl-3,6-dihydroxypyridin-4-one C(CCCCCCCCCCCCC)N1C=C(C(C=C1O)=O)O